BrC=1C=C(C=C(C1)Cl)[SeH] 3-bromo-5-chlorobenzeneselenol